CN(C)\C=N\C1=CC=C(C=N1)OC=1N=C(SC1C1=NC(=NC=C1)N[C@@H]1CN(C[C@H](C1)F)C(=O)OC(C)(C)C)C tert-butyl (3S,5S)-3-[[4-[4-[[6-[(E)-dimethylaminomethyleneamino]-3-pyridyl]oxy]-2-methyl-thiazol-5-yl]pyrimidin-2-yl]amino]-5-fluoro-piperidine-1-carboxylate